C(CC)S(=O)(=O)N propane-1-sulfonic acid amide